FC1(CNC2C1N(CC2)CC(C(=O)OCC=C)(C)C)F allyl 3-(6,6-difluorohexahydropyrrolo[3,2-b]pyrrol-1(2H)-yl)-2,2-dimethyl-propanoate